(R)-N1-(2-((1-(4-chloro-2-fluorophenyl)pyrrolidin-3-yl)(methyl)amino)phenyl)-N4,N4-dimethylbenzene-1,4-disulfonamide ClC1=CC(=C(C=C1)N1C[C@@H](CC1)N(C1=C(C=CC=C1)NS(=O)(=O)C1=CC=C(C=C1)S(=O)(=O)N(C)C)C)F